7-amino-1-(tert-butylamino)-2,6-naphthyridine-3-carbonitrile NC1=NC=C2C=C(N=C(C2=C1)NC(C)(C)C)C#N